ClC1=NC=2N(C(=C1)N1CCOCC1)N=C(C2)C=2C=NC=CC2 (5-chloro-2-(pyridin-3-yl)pyrazolo[1,5-a]pyrimidin-7-yl)morpholine